C[SiH](C(C)(C)C)C dimethyl-tert-butylsilane